CC1=C(C=CC=C1C)C=1C2=C(C(N(C1)C)=O)NC=C2 4-(2,3-Dimethylphenyl)-6-methyl-1,6-dihydro-7H-pyrrolo[2,3-c]pyridin-7-one